3-aminobut-3-en-1-ol NC(CCO)=C